4-hydroxy-[1,4'-bipiperidin]-1'-yl-3-((4-methoxyphenyl)sulfonyl)quinoline-6-carboxylate OC1CCN(CC1)C1CCN(CC1)C1=NC2=CC=C(C=C2C=C1S(=O)(=O)C1=CC=C(C=C1)OC)C(=O)[O-]